P(O)(=O)(OP(=O)(O)OP(=O)(O)O)OC[C@@H]1[C@H]([C@H]([C@@H](O1)N1C=NC=2C(=O)NC(N)=NC12)O)O |r| Rac-guanosine triphosphate